N1C(=NC2=C1C=CC=C2)C(C2(C(N=C(C=C2)C2=CC=C(C=C2)C2CCN(CC2)C)(O)[2H])[2H])C2=C(C=CC(=C2)F)O 3-((1H-Benzo[d]imidazol-2-yl)(5-fluoro-2-hydroxyphenyl)methyl)-6-(4-(1-methylpiperidin-4-yl)phenyl)pyridol-3,2-d